C(C=C)(=O)OC(C)COC(C=C)=O 2,3-diacryloxypropane